N=1C(C=CC2=CC=C3C(C12)=CC=N3)=O pyrrolo-quinolinone